NC1=NC=2C=CC(=CC2C2=C1C=NN2C)C(=O)N(N(C(CC)=O)C)CC2=NC=C(C=C2Cl)C(F)(F)F 4-amino-N-((3-chloro-5-(trifluoromethyl)pyridin-2-yl)methyl)-N',1-dimethyl-N'-propionyl-1H-pyrazolo[4,3-c]quinoline-8-carbohydrazide